(S*)-N5-((1R,3R,5S,6r)-3-hydroxybicyclo[3.1.0]hexan-6-yl)-N7,3-dimethyl-3-phenyl-2,3-dihydrobenzofuran-5,7-dicarboxamide OC1C[C@H]2C([C@H]2C1)NC(=O)C=1C=C(C2=C([C@@](CO2)(C2=CC=CC=C2)C)C1)C(=O)NC |o1:15|